CN(CCOC=1C=C(C=CC1)NC1=NC=C(C(=N1)NC=1C=C(C=CC1)NC(C=C)=O)F)C N-(3-(2-(3-(2-(dimethylamino)ethoxy)phenylamino)-5-fluoropyrimidin-4-ylamino)phenyl)acrylamide